N(=[N+]=[N-])CCOCCOCCOCCOCCOCCOCCOCCOCCOCCOCCOCCN 35-azido-3,6,9,12,15,18,21,24,27,30,33-undecaoxapentatriacontan-1-amine